5-(2,6-Difluorophenoxy)-3-[[3-methyl-1-oxo-2-[(2-quinolinylcarbonyl)amino]butyl]amino]-4-oxo-pentanoic acid hydrate O.FC1=C(OCC(C(CC(=O)O)NC(C(C(C)C)NC(=O)C2=NC3=CC=CC=C3C=C2)=O)=O)C(=CC=C1)F